C1=CC=CC=2C3=CC=CC=C3C(C12)COC(NCCC(=O)Cl)=O N-(3-chloro-3-oxopropyl)carbamic acid 9H-fluoren-9-ylmethyl ester